(4-((1-isopropyl-8-(pyridin-3-yl)-1H-pyrazolo[3,4-d]pyrrolo[1,2-b]pyridazin-3-yl)amino)cyclohexyl)carbamic acid methyl ester COC(NC1CCC(CC1)NC1=NN(C=2C=3N(N=CC21)C=C(C3)C=3C=NC=CC3)C(C)C)=O